Peracetic acid C(C)(=O)OO